BrC1=CC(=C(C=C1)N1C(C2=C(CC1)C=NN2C)=O)C 6-(4-bromo-2-methylphenyl)-1-methyl-1,4,5,6-tetrahydro-7H-pyrazolo[3,4-c]pyridin-7-one